amino-2-[4-({3,3-dimethyl-2-oxo-1H-pyrrolo[3,2-b]pyridin-5-yl}methyl)-3,5-dimethylphenyl]-4H-1,2,4-triazine-3,5-dione NN1C(N(N=CC1=O)C1=CC(=C(C(=C1)C)CC1=CC=C2C(=N1)C(C(N2)=O)(C)C)C)=O